(1S*,2S*)-N-(5-((4-((5-chloro-2-oxopyridin-1(2H)-yl)methyl)benzyl)amino)pyridazin-3-yl)-2-(3-chlorophenyl)cyclopropane-1-carboxamide ClC=1C=CC(N(C1)CC1=CC=C(CNC=2C=C(N=NC2)NC(=O)[C@@H]2[C@H](C2)C2=CC(=CC=C2)Cl)C=C1)=O |o1:23,24|